2-[5-[3-amino-5,5,7-trifluoro-2-oxo-1-[[4-(trifluoromethoxy)phenyl]methyl]-3,4-dihydro-1-benzazepin-8-yl]-1,3,4-oxadiazol-2-yl]-2-methyl-propanenitrile NC1C(N(C2=C(C(C1)(F)F)C=C(C(=C2)C2=NN=C(O2)C(C#N)(C)C)F)CC2=CC=C(C=C2)OC(F)(F)F)=O